C(C1=CC=CC=C1)(C1=CC=CC=C1)C1C=CC(C=C1)=O 4-benzhydryl-2,5-cyclohexadien-1-one